C(#N)C1=CC=2N(C=C1)N=C(C2C2CCC2)NC([C@H](C(C)C)C)=O (S)-N-(5-cyano-3-cyclobutylpyrazolo[1,5-a]pyridin-2-yl)-2,3-dimethylbutanamide